BrC=1C(=C(C=C(C1)F)O)I 3-bromo-5-fluoro-2-iodo-phenol